[2,6-dimethoxy-4-[5-(1-methylpyrazol-4-yl)benzimidazol-1-yl]phenyl]-(3-hydroxyazetidin-1-yl)methanone COC1=C(C(=CC(=C1)N1C=NC2=C1C=CC(=C2)C=2C=NN(C2)C)OC)C(=O)N2CC(C2)O